N-(3-fluorophenyl)-N-((5-(hydrazinecarbonyl)pyridin-2-yl)methyl)thiomorpholine-4-carboxamide 1,1-dioxide FC=1C=C(C=CC1)N(C(=O)N1CCS(CC1)(=O)=O)CC1=NC=C(C=C1)C(=O)NN